benzyl 4-(1-(tetrahydro-2H-pyran-2-yl)-1H-pyrazol-3-yl)-2,3,6,7-tetrahydro-1H-azepine-1-carboxylate O1C(CCCC1)N1N=C(C=C1)C=1CCN(CCC1)C(=O)OCC1=CC=CC=C1